N-[5-chloro-4-methyl-3-(6-aza-2-oxaspiro[3.3]hept-6-ylmethyl)phenyl]-3-[2-(2,6-dioxo-hexahydropyridin-3-yl)-3-oxo-2,3-dihydro-1H-isoindol-5-yl]propionamide ClC=1C(=C(C=C(C1)NC(CCC=1C=C2C(N(CC2=CC1)C1C(NC(CC1)=O)=O)=O)=O)CN1CC2(COC2)C1)C